C1(CC=CCC1)CC[Si](Cl)(Cl)C 2-(3-cyclohexenyl)ethylmethyldichlorosilane